FC1(CC=C(CC1)C=1N=C(N(C1)COCC[Si](C)(C)C)OC)F 4-(4,4-difluorocyclohex-1-enyl)-2-methoxy-1-((2-(trimethylsilyl)ethoxy)methyl)-1H-imidazole